ClC1=CC=C(C(=N1)S(=O)(=O)N)O[C@H](C)C=1C=C(C=C2C(C(=C(OC12)C=1C=C2C(=NC1)SC=N2)C)=O)C 6-Chloro-3-[(1R)-1-(3,6-dimethyl-4-oxo-2-thiazolo[5,4-b]pyridin-6-yl-chromen-8-yl)ethoxy]pyridine-2-sulfonamide